The molecule is a tripeptide composed of N-acetylleucyl, leucyl and norleucinal residues joined in sequence. It has a role as a cysteine protease inhibitor. It is a tripeptide and an aldehyde. CCCC[C@@H](C=O)NC(=O)[C@H](CC(C)C)NC(=O)[C@H](CC(C)C)NC(=O)C